(4-bromo-2-nitro-phenyl)(methyl)sulfane BrC1=CC(=C(C=C1)SC)[N+](=O)[O-]